C12(CC3CC(CC(C1)C3)C2)C2=CC(=C(CN3N=CC(=C3)[N+](=O)[O-])C=C2)Cl 1-(4-((3R,5R)-adamantan-1-yl)-2-chlorobenzyl)-4-nitro-1H-pyrazole